ClC1=NC=CC2=CC=CC(=C12)Cl 1,8-dichloroisoquinoline